[Cl-].[Cl-].N1=CC=C[CH2+]=C1.N1=CC=C[CH2+]=C1 pyridin-5-ium dichloride